2-(4-aminophenyl)-5-fluoro-2H-indazole-7-carboxamide hydrochloride Cl.NC1=CC=C(C=C1)N1N=C2C(=CC(=CC2=C1)F)C(=O)N